3-hydroxy-1-phenyl-1-propanone OCCC(=O)C1=CC=CC=C1